C(#N)C=1C=NN2C1C=CC(=C2)C=2C=NN(C2)C 3-cyano-6-(1-methyl-1H-pyrazol-4-yl)pyrazolo[1,5-a]Pyridin